C(C)(C)(C)N(C(O)=O)CC1CCC(CC1)N(CCCCC)C1=C2CN(C(C2=CC=C1)=O)C1C(NC(CC1)=O)=O.NC1=C(C(N)=CC=C1CC=1C=C(C(N)=CC1)C)C 3-amino-4,4'-methylene-di-o-toluidine tert-butyl-(((1r,4r)-4-((2-(2,6-dioxopiperidin-3-yl)-1-oxoisoindolin-4-yl)(pentyl)amino)cyclohexyl)methyl)carbamate